NC1=CC=C(C=C1)C(C)(C)C1=CC(=CC=C1)C(C)(C)C1=CC=C(C=C1)N 1,3-bis(2-(4-aminophenyl)-2-propyl)benzene